6-(8-(difluoromethyl)-2-methylimidazo[1,2-b]pyridazin-6-yl)-4-fluoro-2-(8-methyl-2,8-diazaspiro[4.5]decan-2-yl)benzo[d]oxazole FC(C=1C=2N(N=C(C1)C1=CC3=C(N=C(O3)N3CC4(CC3)CCN(CC4)C)C(=C1)F)C=C(N2)C)F